N-(4-(2-chlorophenyl)thiazol-2-yl)-5-(4-(3-(dimethylamino)propanoyl)piperazin-1-yl)picolinamide ClC1=C(C=CC=C1)C=1N=C(SC1)NC(C1=NC=C(C=C1)N1CCN(CC1)C(CCN(C)C)=O)=O